2-Acetyl-3-fluoro-5-[6-[(6-methylpyridazin-3-yl)amino]imidazo[4,5-b]pyridin-3-yl-phenyl]-5-methyl-pyrazole-3-carbonitrile C(C)(=O)N1NC(CC1(C#N)F)(C)C1=C(C=CC=C1)N1C=NC=2C1=NC=C(C2)NC=2N=NC(=CC2)C